Tri-n-pentadecyl-trimellitic acid C(CCCCCCCCCCCCCC)C=1C(=C(C(=C(C1C(=O)O)C(=O)O)CCCCCCCCCCCCCCC)C(=O)O)CCCCCCCCCCCCCCC